C1CCC2=C(C=3CCCC3C=C12)NC(=O)N=S(=O)(N)C=1C=NN2C1OCC(C2)N(CC(F)(F)F)C N'-((1,2,3,5,6,7-hexahydro-s-indacen-4-yl)carbamoyl)-6-(methyl(2,2,2-trifluoroethyl)amino)-6,7-dihydro-5H-pyrazolo[5,1-b][1,3]oxazine-3-sulfonimidamide